[Pd+2].C1(=CC=CC=C1)P(CCCP(C1=CC=CC=C1)C1=CC=CC=C1)C1=CC=CC=C1 [1,3-bis(diphenylphosphino)propane] palladium (II)